ammonium fluoride [F-].[NH4+]